C(CN(CC(=O)[O-])CC(=O)[O-])N(CC(=O)[O-])CC(=O)[O-].[Ca+2].[Ca+2] calcium-ethylenediaminetetraacetic acid salt